CC=1C=NC=C(C1C=1C=NC(=CC1)NC([C@H](C(C1=CC=CC=C1)C1=CC=CC=C1)NC(OC(C)(C)C)=O)=O)C tert-butyl (S)-(1-((3',5'-dimethyl-[3,4'-bipyridin]-6-yl)amino)-1-oxo-3,3-diphenylpropan-2-yl)carbamate